2'-acetyl-3-chloro-4-(1-(3,5-difluoropyridin-2-yl)ethoxy)-5',6-dimethyl-2H-[1,4'-bipyridin]-2-one C(C)(=O)C1=NC=C(C(=C1)N1C(C(=C(C=C1C)OC(C)C1=NC=C(C=C1F)F)Cl)=O)C